C(C)(C)(C)OC(=O)N1[C@@H](CCC1)C1=C2CCN(CC2=CC(=C1)C=1C=C2C(=NC1)NC=C2C)C(=O)C2(CC2)O (S)-2-(2-(1-hydroxycyclopropanecarbonyl)-7-(3-methyl-1H-pyrrolo[2,3-b]pyridin-5-yl)-1,2,3,4-tetrahydroisoquinolin-5-yl)pyrrolidine-1-carboxylic acid tert-butyl ester